[C@H]12OC[C@H](N(C1)CCN1C=CC3=CC(=CC=C13)N)C2 1-(2-((1R,4R)-2-oxa-5-azabicyclo[2.2.1]heptane-5-yl)ethyl)indole-5-amine